CNCCC(OC1=CC=C(C=C1)C(F)(F)F)C1=CC=CC=C1 N-methyl-3-phenyl-3-[4-(trifluoromethyl)phenoxy]-propan-1-amine